O1CC(C1)C(=O)N1CCP(CC1)=O 1-(oxetane-3-carbonyl)-1,4lambda5-azaphosphinan-4-one